N=1C=C(N2N=CC=CC21)C#CC=2C=C(C(=O)NC1=CC(=CC(=C1)C(F)(F)F)NS(=O)(=O)C)C=CC2C 3-(imidazo[1,2-b]pyridazin-3-ylethynyl)-4-methyl-N-(3-(methylsulfonamido)-5-(trifluoromethyl)phenyl)benzamide